N-(4-(N-(1-(2-methoxyphenyl)ethyl)sulfamoyl)naphthalen-1-yl)-2-methylbenzamide COC1=C(C=CC=C1)C(C)NS(=O)(=O)C1=CC=C(C2=CC=CC=C12)NC(C1=C(C=CC=C1)C)=O